N(=[N+]=[N-])CCCN1[C@@H](CCC1)COC=1N=C(C2=C(N1)C(=C(N=C2)C2=CC(=CC1=CC=C(C(=C21)C#C)F)O)F)N2CCNCC2 (S)-4-(2-((1-(3-azidopropyl)pyrrolidin-2-yl)methoxy)-8-fluoro-4-(piperazin-1-yl)pyrido[4,3-d]pyrimidin-7-yl)-5-ethynyl-6-fluoronaphthalen-2-ol